N1N=CC(=C1)CNC(NC1=CC=C(C=C1)NS(=O)(=O)C1=CC=CC=C1)=O N-{4-[3-(1H-Pyrazol-4-ylmethyl)-ureido]-phenyl}-benzenesulfonamide